dipropyl-aluminum propoxide [O-]CCC.C(CC)[Al+]CCC